BrC1=NN(C(=C1C#N)NC=1C=NC(=CC1)OC)COCC[Si](C)(C)C 3-bromo-5-((6-methoxypyridin-3-yl)amino)-1-((2-(trimethylsilyl)ethoxy)methyl)-1H-pyrazole-4-carbonitrile